(1S,4S)-4-(8-((3-chlorophenyl)amino)-2-((4-methyltetrahydro-2H-pyran-4-yl)amino)-9H-purin-9-yl)-N,N-dimethylcyclohexane-1-carboxamide ClC=1C=C(C=CC1)NC=1N(C2=NC(=NC=C2N1)NC1(CCOCC1)C)C1CCC(CC1)C(=O)N(C)C